ClC=1C(=C(C(=CC1)O)OB(O)O)F (3-chloro-2-fluoro-6-hydroxyphenyl)boric acid